CC1(CN(C1)CC(=O)NC=1C=CC(=C(C1)NC(=O)C=1C=NN2C1C=NC(=C2)C=2C=NNC2)C)C N-(5-(2-(3,3-dimethylazetidin-1-yl)acetamido)-2-methylphenyl)-6-(1H-pyrazol-4-yl)pyrazolo[1,5-a]pyrazine-3-carboxamide